BrCC=1N=C(SC1)Cl 4-(bromomethyl)-2-chlorothiazole